COC(=O)N1C=CC=2C(=C1)N([C@@H](N2)CCl)CC2OCC2 (S)-2-(chloromethyl)-3-(oxetan-2-ylmethyl)-3H-imidazo[4,5-d]pyridine-5-carboxylic acid methyl ester